ethyl-p-hydroxy-benzoic acid C(C)C1=C(C(=O)O)C=CC(=C1)O